6-(1-(adamantan-1-ylmethyl)-5-methyl-1H-pyrazol-4-yl)-2-((3-(benzo[d]thiazol-2-ylcarbamoyl)phenyl)amino)quinoline-5-carboxylic acid methyl ester COC(=O)C=1C=2C=CC(=NC2C=CC1C=1C=NN(C1C)CC12CC3CC(CC(C1)C3)C2)NC2=CC(=CC=C2)C(NC=2SC3=C(N2)C=CC=C3)=O